dicyanoethyl-aniline C(#N)C(CNC1=CC=CC=C1)C#N